CC1=C(C2=C(C(N=C(S2)N2CCN(CC2)C(=O)C=2SC=CC2)=O)C=C1C(F)(F)F)[N+](=O)[O-] 7-methyl-8-nitro-2-(4-(thiophene-2-carbonyl)piperazin-1-yl)-6-(trifluoromethyl)-4H-benzo[e][1,3]thiazin-4-one